C(C)(C)(C)OC(=O)NC1=CC=C(C=N1)C=1SC=C(N1)C(=O)N[C@@H](CO[Si](C)(C)C(C)(C)C)C(=O)O N-(2-(6-((tert-butoxycarbonyl)amino)pyridine-3-yl)thiazole-4-carbonyl)-O-(tert-butyldimethylsilyl)-L-serine